Cl.C(C)C1=C(C=CC(=C1)C)S(=O)(=O)OC1(CCCCC1)N trans-(aminocyclohexyl) ethyl-4-methylbenzenesulfonate hydrochloride